methyl (1S,3R)-3-((6-methoxy-5-((2-((3-((trifluoromethyl)sulfonyl)phenyl)carbamoyl)phenyl)carbamoyl)pyrimidin-4-yl)amino)cyclohexane-1-carboxylate COC1=C(C(=NC=N1)N[C@H]1C[C@H](CCC1)C(=O)OC)C(NC1=C(C=CC=C1)C(NC1=CC(=CC=C1)S(=O)(=O)C(F)(F)F)=O)=O